CC1(COCC1)N1CCNCC1 4-(3-methyltetrahydrofuran-3-yl)piperazin